BrC1=CC=C(C=C1)N(C(C=C)=O)C1=CC=C(C(=O)N)C=C1 4-(N-(4-bromophenyl)acrylamido)benzoic amide